tetrazinc ammonium chloride [Cl-].[NH4+].[Zn].[Zn].[Zn].[Zn]